1-(2-((1r,4r)-4-hydroxy-4-(trifluoromethyl)cyclohexyl)ethyl)-3,7-dimethyl-1H-purine OC1(CCC(CC1)CCN1CN(C2=NCN(C2=C1)C)C)C(F)(F)F